Benzyl (3-fluoro-4-hydroxycyclopentyl)carbamate FC1CC(CC1O)NC(OCC1=CC=CC=C1)=O